N-methyl-4-((6-(pyrrolidin-1-yl)-[1,2,4]triazolo[1,5-a]Pyridin-2-yl)amino)pyridazine-3-carboxamide CNC(=O)C=1N=NC=CC1NC1=NN2C(C=CC(=C2)N2CCCC2)=N1